COC1=CC=C(C=C1)C=C([2H])[2H] 1-methoxy-4-(vinyl-2,2-d2)-benzene